(7R,14R)-11-chloro-1-(difluoromethoxy)-6,7-dihydro-7,14-methanobenzimidazo[1,2-b][2,5]benzodiazocin ClC=1C=CC2=C(C1)N1C3=C4C(=CN[C@@H](C1=N2)C3)C=CC=C4OC(F)F